C1(=CC=CC=C1)C1=CC=C(C=N1)CNC1=C(C=CC=C1)C(C(=O)N)=C 2-(((6-phenylpyridin-3-yl)methyl)amino)phenylacrylamide